C(=O)NN 1-formyl-Hydrazine